COCCOC1=CC=C(C=N1)C(C)=O 1-(6-(2-methoxyethoxy)pyridin-3-yl)ethan-1-one